8-(1-tert-Butoxycarbonyl-piperidin-4-ylamino)-6-pyridin-4-yl-imidazo[1,2-a]pyrazine-2-carboxylic acid methyl ester COC(=O)C=1N=C2N(C=C(N=C2NC2CCN(CC2)C(=O)OC(C)(C)C)C2=CC=NC=C2)C1